CC1=CC=CC=2OCCOC21 5-methyl-2,3-dihydro-benzo[1,4]dioxin